N-[(2S,3R)-1-(2,2-dimethylpropanoyl)-2-{[3-(4,6-dimethylpyridin-2-yl)-2-fluorophenyl]methyl}-4,4-difluoropyrrolidin-3-yl]methanesulfonamide CC(C(=O)N1[C@H]([C@H](C(C1)(F)F)NS(=O)(=O)C)CC1=C(C(=CC=C1)C1=NC(=CC(=C1)C)C)F)(C)C